3-{4-[2-hydroxy-3-(propan-2-ylamino)propoxy] phenyl}propanoate OC(COC1=CC=C(C=C1)CCC(=O)[O-])CNC(C)C